OC=1C(=NC(=CC1)NCCN1CCOCC1)\C=N\O (E)-3-hydroxy-6-((2-morpholinoethyl)amino)pyridineformaldoxime